6-chloro-N-(4,5-dimethylisothiazol-3-yl)-1H-indole-3-sulfonamide ClC1=CC=C2C(=CNC2=C1)S(=O)(=O)NC1=NSC(=C1C)C